(3-(hydroxyamino)-3-oxopropyl)phosphonic acid diisohexyl ester C(CCC(C)C)OP(OCCCC(C)C)(=O)CCC(=O)NO